IC1=CC=C(C=C1)OCCCCCCCCCCCC 1-iodo-4-(dodecyloxy)benzene